5-(2-(dimethylaminoethyl-oxy)ethyl)oxy-6-methylsulfonylamino-N-carboxymethyl-isoindoline-1,3-dione CN(C)CCOCCOC=1C=C2C(N(C(C2=CC1NS(=O)(=O)C)=O)CC(=O)O)=O